dichloro[2,6-bis[4-(R)-tert-butyl-2-oxazolyl]-4-trifluoromethylpyridine] cobalt [Co].ClC=1C(=C(C(=NC1C=1OC=C(N1)C(C)(C)C)C=1OC=C(N1)C(C)(C)C)Cl)C(F)(F)F